COC(C1=CC(=C(C=C1)C1CC1)S(NC1=C(C=C(C(=C1)C1=CC=NN1C)Cl)C1=NC=CC=C1)(=O)=O)=O.CC=1C(=NC=CC1)S(=O)(=O)NC=1C=CC=C2CCCNC12 3-methyl-N-(1,2,3,4-tetrahydroquinolin-8-yl)pyridine-2-sulfonamide methyl-3-(N-(4-chloro-5-(1-methylpyrazol-5-yl)-2-(pyridin-2-yl)phenyl)sulfamoyl)-4-cyclopropylbenzoate